ClC=1C(=CC(=NC1)NC([C@@H](C)C1=CC(=NC=C1)C(C)(C)O)=O)C1=C2N(N=C1)CC(C2)(C)C (S)-N-(5-chloro-4-(5,5-dimethyl-5,6-dihydro-4H-pyrrolo[1,2-b]pyrazol-3-yl)pyridin-2-yl)-2-(2-(2-hydroxypropan-2-yl)pyridin-4-yl)propionamide